4-methylthioiodobenzene CSC1=CC=C(C=C1)I